BrCC=1C=CC(=C(C(=O)OC)C1)Cl methyl 5-(bromomethyl)-2-chlorobenzoate